2-Ethyl-N-(7-fluoro-2-oxo-1,2,3,4-tetrahydroquinolin-6-yl)benzamide C(C)C1=C(C(=O)NC=2C=C3CCC(NC3=CC2F)=O)C=CC=C1